C(CCCC)(=O)N[C@@H](CC1=CNC2=CC=CC=C12)C(=O)O valeryl-tryptophan